O=C1NC(CCC1C1=NN(C2=C(C=CC=C12)OCC(=O)NC1CN(C1)C)C)=O 2-((3-(2,6-dioxopiperidin-3-yl)-1-methyl-1H-indazol-7-yl)oxy)-N-(1-methyl-azetidin-3-yl)acetamide